C(C)N(C(CC1=CC=CC2=CC(=CC=C12)F)=O)C N-ethyl-2-(6-fluoronaphthalen-1-yl)-N-methylacetamide